(3aR,6aS)-5-(1-Ethyl-6-((1-methyl-4-phenyl-1H-imidazol-2-yl)ethynyl)-1H-pyrazolo[3,4-d]pyrimidin-4-yl)hexahydro-1H-furo[3,4-c]pyrrole C(C)N1N=CC=2C1=NC(=NC2N2C[C@@H]1[C@H](C2)COC1)C#CC=1N(C=C(N1)C1=CC=CC=C1)C